ClC1=C(C=CC(=N1)C1=NC=CC=C1)F 6'-chloro-5'-fluoro-[2,2'-bipyridin]